1-methyl-3-(4-(4-((1-phenylethyl)amino)quinazolin-6-yl)phenyl)urea CNC(=O)NC1=CC=C(C=C1)C=1C=C2C(=NC=NC2=CC1)NC(C)C1=CC=CC=C1